BrC1=C(C(=C(C=O)C(=C1)Cl)F)C(F)F 4-bromo-6-chloro-3-(difluoromethyl)-2-fluorobenzaldehyde